4-amino-1-((2R,5R,8R)-2-(4-aminobutyl)-8-benzyl-5-isobutyl-4,7,10-trioxo-14-phenyl-3,6,9,12-tetraazatetradec-1-yl)piperidine-4-carboxylic acid NC1(CCN(CC1)C[C@H](NC([C@H](NC([C@H](NC(CNCCC1=CC=CC=C1)=O)CC1=CC=CC=C1)=O)CC(C)C)=O)CCCCN)C(=O)O